N-((3R,5S)-1-Cyano-5-(methoxymethyl)pyrrolidin-3-yl)-5-(2-methoxy-5-(trifluoromethyl)phenyl)-1,3,4-oxadiazole-2-carboxamide C(#N)N1C[C@@H](C[C@H]1COC)NC(=O)C=1OC(=NN1)C1=C(C=CC(=C1)C(F)(F)F)OC